exo-2-[1-(methoxymethyl)cyclopropyl]-4,7-dimethyl-3a,7a-dihydro-4,7-epoxyisoindole-1,3-dione COCC1(CC1)N1C(C2C3(C=CC(C2C1=O)(O3)C)C)=O